4-((2-((4-cyanophenyl)amino)quinazolin-4-yl)amino)-N,N-dimethylbenzenesulfonamide C(#N)C1=CC=C(C=C1)NC1=NC2=CC=CC=C2C(=N1)NC1=CC=C(C=C1)S(=O)(=O)N(C)C